C(#N)C1=CC=C(C=C1)CN(C(C(C)C)=O)CC N-[(4-cyanophenyl)methyl]-N-ethyl-2-methyl-propionamide